1,5-dimethyl-3-phenyl-6-(propylthio)-3,5-dihydroimidazo[4,5-c][1,2]thiazine-4(1H)-one 2,2-dioxide CN1S(C(C(C2=C1N=C(N2C)SCCC)=O)C2=CC=CC=C2)(=O)=O